FC1=CC=CC(=N1)C=1OC(=NN1)N1[C@H](C2=C(CC1)NC=N2)C2=NN1C(C(=CC=C1)C(F)(F)F)=C2 (R)-2-(6-fluoropyridin-2-yl)-5-(4-(4-(trifluoromethyl)pyrazolo[1,5-a]pyridin-2-yl)-1,4,6,7-tetrahydro-5H-imidazo[4,5-c]pyridin-5-yl)-1,3,4-oxadiazole